NC1CCC(CC1)N1N=C(C(=C1O[C@@H]1COCC1)C=1C=C2C=NN(C2=CC1)C)C1=CC(=C(C#N)C=C1)F (S)-4-(1-(4-aminocyclohexyl)-4-(1-methyl-1H-indazol-5-yl)-5-((tetrahydrofuran-3-yl)oxy)-1H-pyrazol-3-yl)-2-fluorobenzonitrile